C1(CCCCC1)C(=O)N cyclohexylcarboxamide